Ethyl 2-(2,6-dimethyl-4-(1-(5-oxo-4-(4-(trifluoromethyl)phenyl)-4,5-dihydro-1H-1,2,4-triazol-1-yl)prop-yl)phenoxy)-2-methylpropionate CC1=C(OC(C(=O)OCC)(C)C)C(=CC(=C1)C(CC)N1N=CN(C1=O)C1=CC=C(C=C1)C(F)(F)F)C